CNCCC N-methylpropanamine